BrC1=CC=C(C=C1)[C@@H](C(F)(F)F)N(C(=O)C1CN(C1)C(=O)OC(C)(C)C)C tert-Butyl (S)-3-((1-(4-bromophenyl)-2,2,2-trifluoroethyl) (methyl)carbamoyl)azetidine-1-carboxylate